N1C=NC2=C1C=CC1=C2C=CC=2C=NC=3C=CC=CC3C12 BENZO-IMIDAZO-PHENANTHRIDINE